C(C)(C)(C)OC(=O)N1CCC(=CC1)C1=NC(=CC=C1)OCC1=C(C=C(C=C1)C#N)F 6-((4-cyano-2-fluorobenzyl)oxy)-3',6'-dihydro-[2,4'-bipyridine]-1'(2'H)-carboxylic acid tert-butyl ester